benzyl (R)-7-((2-hydroxyethyl)sulfonyl)-2-(3-((S)-3-methoxy-2-methyl-3-oxopropyl)phenyl)-2,6,6-trimethylheptanoate OCCS(=O)(=O)CC(CCC[C@](C(=O)OCC1=CC=CC=C1)(C)C1=CC(=CC=C1)C[C@@H](C(=O)OC)C)(C)C